F[C@H]1C[C@H](N2N=C(N=C21)N2C(N(C=C2)C)=O)C2=CC=CC=C2 1-[(5S,7S)-7-fluoro-5-phenyl-6,7-dihydro-5H-pyrrolo[1,2-b][1,2,4]triazol-2-yl]-3-methyl-imidazol-2-one